BrC1=CC=C(C=2SC(=CC21)C(=O)O)Cl 4-bromo-7-chlorobenzo[b]thiophene-2-carboxylic acid